(7S)-7-(2-fluorophenyl)-N-[(7S)-5-methyl-6-oxo-8,9-dihydro-7H-pyrido[3,2-b]azepin-7-yl]-6,7-dihydro-5H-pyrrolo[1,2-b][1,2,4]triazole-2-carboxamide FC1=C(C=CC=C1)[C@@H]1CCN2N=C(N=C21)C(=O)N[C@H]2CCC1=C(N(C2=O)C)C=CC=N1